CON=CC=1NC2=CC=CC=C2C1 1H-indole-2-carbaldehyde O-methyl oxime